NC1=NC=2N(C(C=NC2C(=N1)C=1OC(=CC1)C)=O)C=C1C(C#N)C=CC=C1 ((2-amino-4-(5-methylfuran-2-yl)-7-oxopteridin-8(7H)-yl)methylene)benzonitrile